N1N=NN=C1CC1=C(C=C(C=C1)OC(C)C)CC(=O)N ((1H-tetrazol-5-yl)methyl-5-isopropoxyphenyl)acetamide